FC(C(=O)O)(F)F.NC1CCN(CC1)C(=O)C1CCN(CC1)C(COC=1C=CC(=C(C1)N1C(NC(CC1)=O)=O)C)=O 1-[5-[2-[4-(4-Aminopiperidine-1-carbonyl)-1-piperidyl]-2-oxo-ethoxy]-2-methyl-phenyl]hexahydropyrimidine-2,4-dione trifluoroacetate